2-(6-Chloro-benzothiazol-2-ylamino)-1-methyl-1H-benzoimidazole-5-carboxylic acid [2-(2-amino-ethoxy)-ethyl]-amide NCCOCCNC(=O)C1=CC2=C(N(C(=N2)NC=2SC3=C(N2)C=CC(=C3)Cl)C)C=C1